3-(5-(3,6-diazabicyclo[3.1.1]heptane-6-yl)-4,6-difluoro-1-oxoisoindoline-2-yl)piperidine C12CNCC(N1C=1C(=C3CN(C(C3=CC1F)=O)C1CNCCC1)F)C2